5-((1S,4S)-2-oxa-5-azabicyclo[2.2.1]heptan-5-yl)-N-(3-(difluoromethyl)-1-((1r,4S)-4-(hydroxymethyl)cyclohexyl)-1H-pyrazol-4-yl)pyrazolo[1,5-a]pyrimidine-3-carboxamide [C@@H]12OC[C@@H](N(C1)C1=NC=3N(C=C1)N=CC3C(=O)NC=3C(=NN(C3)C3CCC(CC3)CO)C(F)F)C2